N-Neopentyl-5-(pyrazolo[1,5-a]pyrimidin-5-yl)-7H-pyrrolo[2,3-d]pyrimidin-2-amine C(C(C)(C)C)NC=1N=CC2=C(N1)NC=C2C2=NC=1N(C=C2)N=CC1